BrC=1C=C(OC[C@H](CCC(N)=O)NC(OC(C)(C)C)=O)C=C(C1)C tert-butyl N-[(2S)-1-(3-bromo-5-methylphenoxy)-4-carbamoylbutan-2-yl]carbamate